NC1=CC=C(CCNC2=NC=NC3=CC=CC=C23)C=C1 N-(4-Aminophenethyl)quinazolin-4-amine